4-(5-(1-Fluorocyclopropyl)pyrimidin-2-yl)piperazine-1-carboxylate FC1(CC1)C=1C=NC(=NC1)N1CCN(CC1)C(=O)[O-]